C(CCCCCCCCCCCCCCCCC)CCC(=S)O 3-stearylthiopropionic acid